8-(2-chloro-5-((1-methyl-1H-pyrazol-4-yl)ethynyl)pyridin-4-yl)-2-methyl-2,8-diazaspiro[4.5]decane ClC1=NC=C(C(=C1)N1CCC2(CCN(C2)C)CC1)C#CC=1C=NN(C1)C